(5R)-5-[4-[bis(tert-butoxycarbonyl)amino]-2-oxo-3-(4-phenoxyphenyl)imidazo[4,5-c]pyridin-1-yl]-2-oxo-piperidine-1-carboxylic acid tert-butyl ester C(C)(C)(C)OC(=O)N1C(CC[C@H](C1)N1C(N(C=2C(=NC=CC21)N(C(=O)OC(C)(C)C)C(=O)OC(C)(C)C)C2=CC=C(C=C2)OC2=CC=CC=C2)=O)=O